((1-chloroisoquinolin-6-yl)imino)dimethyl-λ6-sulfanone ClC1=NC=CC2=CC(=CC=C12)N=S(=O)(C)C